4-methoxy-5-(oxetan-3-yl)pyrimidin-2-amine COC1=NC(=NC=C1C1COC1)N